3-(trans-3-(3-methyl-4-(7-morpholinoquinoxalin-2-yl)-1H-pyrazol-1-yl)cyclobutyl)propan-1-amine CC1=NN(C=C1C1=NC2=CC(=CC=C2N=C1)N1CCOCC1)[C@@H]1C[C@H](C1)CCCN